8-(tert-butoxycarbonylphenyl)-tetracyclo[4.4.0.12,5.17,10]-3-dodecene C(C)(C)(C)OC(=O)C1=C(C=CC=C1)C1C2C3C4C=CC(C3C(C1)C2)C4